5-METHYL-1H-INDOLE-3-CARBOXALDEHYDE CC=1C=C2C(=CNC2=CC1)C=O